COC(C1=CC=C(C=C1)NC1=C(C=CC(=N1)C=1C(N(C=CC1)C)=O)N)=O.O(C#N)C1=CC=C(C=C1)C(C)(C1=CC=C(C=C1)OC#N)C1=CC=C(C=C1)OC#N 1,1,1-Tris(4-cyanatophenyl)ethane methyl-4-((5-amino-1'-methyl-2'-oxo-1',2'-dihydro-[2,3'-bipyridin]-6-yl)amino)benzoate